C(#N)C1=NC2=CC(=CC(=C2N=C1N1CC(C1)C(F)F)[C@@H](C)NC1=C(C(=O)O)C=CC=C1)C (R)-2-((1-(2-cyano-3-(3-(difluoro-methyl)azetidin-1-yl)-7-methylquinoxalin-5-yl)ethyl)amino)benzoic acid